benzyl 3,3,3-trifluorolactate FC(C(C(=O)OCC1=CC=CC=C1)O)(F)F